CS(=O)(=O)OCCCCC=1C(=C2C=NN(C2=CC1F)C1OCCCC1)B1OC(C(O1)(C)C)(C)C 4-(6-fluoro-1-(tetrahydro-2H-pyran-2-yl)-4-(4,4,5,5-tetramethyl-1,3,2-dioxaborolan-2-yl)-1H-indazol-5-yl)butyl methanesulfonate